FC1=C(C(=CC=C1C1CCNCC1)O)N1CC(NS1(=O)=O)=O 5-[2-fluoro-6-hydroxy-3-(4-piperidyl)phenyl]-1,1-dioxo-1,2,5-thiadiazolidin-3-one